5-[(4R,8R,9aS)-4-methyl-8-[4-[[(2S)-morpholin-2-yl]methyl]anilino]-1,3,4,6,7,8,9,9a-octahydropyrido[1,2-a]pyrazin-2-yl]-2-deuterio-quinoline-8-carbonitrile C[C@@H]1CN(C[C@H]2N1CC[C@H](C2)NC2=CC=C(C=C2)C[C@H]2CNCCO2)C2=C1C=CC(=NC1=C(C=C2)C#N)[2H]